OC=1C=C(C=C(C(=O)O)C1)C(=O)O.[Cu+2] copper (II) 5-hydroxyisophthalic acid